3-[2-(2-chloro-4-isopropoxybenzoyl)-1,2,3,4-tetrahydroisoquinolin-5-yl]-3-(7-methoxy-1-methyl-1H-benzo[d][1,2,3]triazol-5-yl)propionic acid ClC1=C(C(=O)N2CC3=CC=CC(=C3CC2)C(CC(=O)O)C2=CC3=C(N(N=N3)C)C(=C2)OC)C=CC(=C1)OC(C)C